ClCC1=C(C=C(C=C1)NC([C@H](CCCNC(=O)N)NC([C@H](C(C)C)NC(=O)OCC1C2=CC=CC=C2C=2C=CC=CC12)=O)=O)S(=O)(=O)[O-] 2-(chloromethyl)-5-[[(2S)-2-[[(2S)-2-(9H-fluoren-9-ylmethoxycarbonylamino)-3-methyl-butanoyl]amino]-5-ureido-pentanoyl]amino]benzenesulfonate